N-{(4aR,6R)-2-[4-(2,6-difluorophenyl)-5,6-difluoro-1,2-benzoxazol-3-yl]-5,5-difluoro-1-oxooctahydropyrrolo[1,2-c]pyrimidin-6-yl}-1-fluoromethanesulfonamide FC1=C(C(=CC=C1)F)C1=C(C(=CC2=C1C(=NO2)N2C(N1[C@H](CC2)C([C@@H](C1)NS(=O)(=O)CF)(F)F)=O)F)F